((S)-1-(2-((S)-2-cyanopyrrolidin-1-yl)-2-oxoethyl)pyrrolidin-3-yl)quinoline-3-carboxamide C(#N)[C@H]1N(CCC1)C(CN1C[C@H](CC1)C1=NC2=CC=CC=C2C=C1C(=O)N)=O